C1=CC=CC=2C3=CC=CC=C3C(C12)COC(=O)N([C@H](C(=O)O)CC1=C(C=CC=C1)C)C (2S)-2-[9H-fluoren-9-ylmethoxycarbonyl(methyl)amino]-3-(o-tolyl)propanoic acid